2-((3-fluoro-4-(4,4,5,5-tetramethyl-1,3,2-dioxaborolan-2-yl)phenyl)amino)-1-(3-fluoro-5-(trifluoromethyl) phenyl)-2-oxoethyl acetate C(C)(=O)OC(C(=O)NC1=CC(=C(C=C1)B1OC(C(O1)(C)C)(C)C)F)C1=CC(=CC(=C1)C(F)(F)F)F